BrC=1C=C2CNC(=NC2=C(C1)F)C1CCC(CC1)C(C)(C)O 2-(4-(6-bromo-8-fluoro-3,4-dihydroquinazolin-2-yl)cyclohexyl)propan-2-ol